C(C)(=O)OCCCC z-butyl acetate